(R)-N-carbamoyl-4'-chloro-3'-{4-[(tetrahydrofuran-3-yl)oxy]benzoyl}-(1,1'-biphenyl)-4-carboxamide C(N)(=O)NC(=O)C1=CC=C(C=C1)C1=CC(=C(C=C1)Cl)C(C1=CC=C(C=C1)O[C@H]1COCC1)=O